C(C=1C(O)=CC=CC1)(=O)Cl salicylic acid, chloride